2-(2'-hydroxy-3',5'-diisopropylphenyl)benzotriazole ethyl-5-amino-3-{(1s,3r)-3-[(tert-butylcarbamoyl)oxy]cyclopentyl}-1H-pyrazole-1-carboxylate C(C)OC(=O)N1N=C(C=C1N)[C@@H]1C[C@@H](CC1)OC(NC(C)(C)C)=O.OC1=C(C=C(C=C1C(C)C)C(C)C)N1N=C2C(=N1)C=CC=C2